(S)-2-amino-3-(4-(pyrimidin-2-yl)phenyl)propanoic acid N[C@H](C(=O)O)CC1=CC=C(C=C1)C1=NC=CC=N1